5,6-bis(4-aminobenzyl)-1-methyl-2-phenylbenzimidazole NC1=CC=C(CC2=CC3=C(N(C(=N3)C3=CC=CC=C3)C)C=C2CC2=CC=C(C=C2)N)C=C1